NC1=C(SC2=NC(=CC=C21)C)C(=O)N[C@@H]2CC1=CC=C(C=C1CC2)N2C[C@@H]([C@@H](C2)COC)N 3-amino-N-[(2S)-6-[(3R,4R)-3-amino-4-(methoxymethyl)pyrrolidin-1-yl]-1,2,3,4-tetrahydronaphthalen-2-yl]-6-methylthieno[2,3-b]pyridine-2-carboxamide